CN(C1CC(C1)N1N=C(C(=C1)NC(=O)C=1N=C(SC1)C=1C=NNC1)C1=NC=CC=C1)C N-(1-((1s,3s)-3-(dimethylamino)cyclobutyl)-3-(pyridin-2-yl)-1H-pyrazol-4-yl)-2-(1H-pyrazol-4-yl)thiazole-4-carboxamide